1-(5-fluoro-2-((3-methoxy-1-((3S,4R)-3-methylpiperidin-4-yl)-1H-pyrazol-4-yl)amino)pyrimidin-4-yl)-1H-indole-4-carbonitrile FC=1C(=NC(=NC1)NC=1C(=NN(C1)[C@H]1[C@H](CNCC1)C)OC)N1C=CC=2C(=CC=CC12)C#N